ClC1=CC=C(C=C1)C1=NN(CC1C1=CC=CC=C1)C1=NN(C(N1CC(=O)O)=O)CC1=CC=C(C=C1)Cl 2-[3-[3-(4-chlorophenyl)-4-phenyl-4,5-dihydro-1H-pyrazol-1-yl]-1-[(4-chlorophenyl)methyl]-5-oxo-4,5-dihydro-1H-1,2,4-triazol-4-yl]acetic acid